hexaneate C(CCCCC)(=O)[O-]